C1(CC1)C(=O)NC1=CC(=C(N=N1)C(=O)N)NC1=C(C(=CC=C1)C=1C=NN(C1)[C@H]1[C@@H](CCC1)OC(F)F)OC 6-(cyclopropanecarboxamido)-4-((3-(1-((1R,2R)-2-(difluoromethoxy)cyclopentyl)-1H-pyrazol-4-yl)-2-methoxyphenyl)amino)pyridazine-3-carboxamide